FC(OC1=CC=CC(=N1)NC(=O)C1NC2CC2C1)F N-(6-(difluoromethoxy)pyridin-2-yl)-2-azabicyclo[3.1.0]hexane-3-carboxamide